(R)-4-(1-(cyclobutylamino)ethyl)-2-fluoro-N'-((2,4,5,6-tetrahydro-1H-cyclobuta[f]inden-3-yl)carbamoyl)benzenesulfonimidamide C1(CCC1)NC(C)C1=CC(=C(C=C1)[S@@](=O)(N)=NC(NC1=C2C(=CC=3CCCC13)CC2)=O)F